phenyl (5-chloro-2-fluoro-4-(2-methyl-1H-benzo[d]imidazol-5-yl)phenyl)carbamate ClC=1C(=CC(=C(C1)NC(OC1=CC=CC=C1)=O)F)C1=CC2=C(NC(=N2)C)C=C1